CC1(C2=CC=CC=C2C=2C=CC(=CC12)NC1=C(C=CC=C1)Br)C N-(9,9-dimethyl-9H-fluoren-2-yl)-2-bromo-aniline